OC12C(C=3C=C(SC3N=C2N(CC1)C1=CC=C(C=C1)N1CCOCC1)C)=O 9-Hydroxy-5-methyl-12-[4-(morpholine-4-yl)phenyl]-4-thia-2,12-diazatricyclo[7.3.0.03,7]dodeca-1,3(7),5-trien-8-one